C(C)(=O)ON=C(C)C1=CC=2C(C3=CC(=CC=C3C2C=C1)C(C1=C(C=CC=C1)C)=O)(CCC)CCC 1-[7-(2-methylbenzoyl)-9,9-dipropyl-9H-fluoren-2-yl]ethanone O-acetyloxime